BrCC(=O)C1=C(C(=NC=C1)C(C)O[Si](C)(C)C(C)(C)C)F 2-bromo-1-(2-(1-((tert-butyldimethylsilyl)oxy)ethyl)-3-fluoropyridin-4-yl)-ethan-1-one